4-[formyl-5-(hydroxymethyl)-1H-pyrrol-1-yl]butanoic acid C(=O)C=1N(C(=CC1)CO)CCCC(=O)O